methyl 5-((tert-butoxycarbonyl)amino)-2-(3-(trimethylsilyl)phenyl)thiazole-4-carboxylate C(C)(C)(C)OC(=O)NC1=C(N=C(S1)C1=CC(=CC=C1)[Si](C)(C)C)C(=O)OC